5-{[4-chloro-3-(5-phenyl-1H-imidazol-2-yl)phenyl]amino}-1,2,3,4-tetrahydroisoquinoline-2-sulfonamide ClC1=C(C=C(C=C1)NC1=C2CCN(CC2=CC=C1)S(=O)(=O)N)C=1NC(=CN1)C1=CC=CC=C1